methyl (5-cyanopyridin-3-yl)carbamate C(#N)C=1C=C(C=NC1)NC(OC)=O